C1(CC1)N1C=C(C(C2=CC(=C(C(=C12)Cl)N1C[C@H](CC1)N(CC)CC)F)=O)C(=O)O 1-cyclopropyl-8-chloro-6-fluoro-1,4-dihydro-7-((3S)-3-(diethylamino)pyrrolidinyl)-4-oxo-3-quinolinecarboxylic acid